O1CCC12CCN(CC2)CCO[C@H](C)C2=CC=C(C=N2)C2=CC=1C3=C(N=NC1C=C2)N(C(N3C(C)C)=O)C (R)-8-(6-(1-(2-(1-oxa-7-azaspiro[3.5]nonan-7-yl)ethoxy)ethyl)pyridin-3-yl)-1-isopropyl-3-methyl-1H-imidazo[4,5-c]cinnolin-2(3H)-one